1-(N-(3-chloro-4-(trifluoromethoxy)phenyl)-3-(triisopropylsilyl)propiolamido)cyclopentane-1-carboxylic acid ClC=1C=C(C=CC1OC(F)(F)F)N(C(C#C[Si](C(C)C)(C(C)C)C(C)C)=O)C1(CCCC1)C(=O)O